9,10-bis(diethyl-phosphinomethyl)anthracene C(C)C(C=1C2=CC=CC=C2C(=C2C=CC=CC12)C(P)(CC)CC)(P)CC